OC(C#N)C1CC2=C(C=3NC4=C(C=C(C=C4C13)F)F)C=CC(=C2)F 2-hydroxy-2-{3,8,10-trifluoro-5H,6H,11H-benzo[a]carbazol-6-yl}acetonitrile